C(C)(C)(C)OC(=O)NC=1C=CC(=NC1C)C=1N=NN(C1NC(O[C@H](C)C=1C(=NC=CC1)Cl)=O)CC (R)-1-(2-chloropyridin-3-yl)ethyl (4-(5-((tert-butoxycarbonyl)amino)-6-methylpyridin-2-yl)-1-ethyl-1H-1,2,3-triazol-5-yl)carbamate